C1(CC1)OC=1C(=NC(=NC1)N(CC1=CC=C(C=C1)OC)CC1=CC=C(C=C1)OC)OC 5-(cyclopropoxy)-4-methoxy-N,N-bis[(4-methoxyphenyl)methyl]pyrimidin-2-amine